C(#CC)C(CC(CO)(CO)CO)(C#CC)C#CC tripropynyl-2,2-dimethylolbutanol